3-[[(8R,8aS)-1,2,3,5,6,7,8,8a-octahydroindolizin-8-yl]amino]-5-methyl-1,2,4-triazin C1CCN2CCC[C@H]([C@H]12)NC=1N=NC=C(N1)C